5-[(dimethylamino)methyl]-N-[4-[(7-morpholino-[1,2,4]triazolo[1,5-c]pyrimidin-5-yl)oxy]cyclohexyl]pyrimidin-2-amine CN(C)CC=1C=NC(=NC1)NC1CCC(CC1)OC1=NC(=CC=2N1N=CN2)N2CCOCC2